2,7-naphthalenedicarboxylic acid diglycidyl ester C(C1CO1)OC(=O)C1=CC2=CC(=CC=C2C=C1)C(=O)OCC1CO1